C1(CC1)OC1=CC=2N(C=C1C(=O)O)C=C(N2)C 7-cyclopropoxy-2-methylimidazo[1,2-a]pyridine-6-carboxylic acid